C(CCCCCCC1=CC=CC(=N1)C(N)=N)C1=CC=CC(=N1)C(N)=N 6,6'-(heptane-1,7-diyl)dipicolinimidamide